O1N=CC=C1C=1C=CC(=NC1)NC(=O)C1C(C1(C)C)(C)C N-(5-isoxazol-5-yl-2-pyridinyl)-2,2,3,3-tetramethyl-cyclopropanecarboxamide